5-(1-methyl-1H-pyrazol-4-yl)-2H-pyrazolo[3,4-b]pyridin CN1N=CC(=C1)C1=CC=2C(N=C1)=NNC2